(S)-4-(3-(Dimethylamino)-3-(3-(trifluoromethyl)phenethyl)piperidin-1-yl)-2,6-difluoro-N-(isoxazol-3-yl)benzenesulfonamide CN([C@@]1(CN(CCC1)C1=CC(=C(C(=C1)F)S(=O)(=O)NC1=NOC=C1)F)CCC1=CC(=CC=C1)C(F)(F)F)C